3-((5-(5-(difluoromethyl)-1,3,4-oxadiazole-2-yl)pyridine-2-yl)methyl)-5-fluoro-6-(2-(4-(oxetan-3-yl)piperazine-1-yl)pyrimidine-5-yl)benzo[d]oxazole-2(3H)-one FC(C1=NN=C(O1)C=1C=CC(=NC1)CN1C(OC2=C1C=C(C(=C2)C=2C=NC(=NC2)N2CCN(CC2)C2COC2)F)=O)F